tert-butyl N-[(tert-butoxy)carbonyl]-N-[(2E)-3-[(cyclopropylimino)(3-fluoro-4-methoxyphenyl)oxo-λ6-sulfanyl]prop-2-en-1-yl]carbamate C(C)(C)(C)OC(=O)N(C(OC(C)(C)C)=O)C\C=C\S(=O)(C1=CC(=C(C=C1)OC)F)=NC1CC1